C=CC(CCC)P(O)=O hexen-3-yl-phosphinic acid